nonyl 6-(2-oxiranyl)hexanoate O1C(C1)CCCCCC(=O)OCCCCCCCCC